OCCN(C(OC(C)(C)C)=O)CC=1C=NC(=CC1)C(NC1=C(C(=CC=C1)B1OC(C(O1)(C)C)(C)C)C)=O tert-butyl (2-hydroxyethyl)((6-((2-methyl-3-(4,4,5,5-tetramethyl-1,3,2-dioxaborolan-2-yl)phenyl)carbamoyl)pyridin-3-yl)methyl)carbamate